methyl (S)-2-((4-((2-(4-chloro-2-fluorobenzyl)pyrimidin-4-yl)oxy)piperidin-1-yl)methyl)-3-(oxetan-2-ylmethyl)-3H-imidazo[4,5-c]pyridine-6-carbimidate ClC1=CC(=C(CC2=NC=CC(=N2)OC2CCN(CC2)CC2=NC3=C(C=NC(=C3)C(OC)=N)N2C[C@H]2OCC2)C=C1)F